ClC=1C=C2C=C(C(=NC2=CN1)C1=CC=CC=C1)C1=CC=CC=C1 6-chloro-2,3-diphenyl-1,7-naphthyridine